3-bromo-N-(1-(3-fluorophenyl)ethyl)imidazo[1,2-b]pyridazin-6-amine BrC1=CN=C2N1N=C(C=C2)NC(C)C2=CC(=CC=C2)F